NC1=C2C(N(C=N1)[C@@H]1[C@H]([C@@H]([C@@H](O1)COC(C(C)C)=O)OC(C(C)C)=O)O)=NC(=C2C(N)=O)Br (2S,3S,4S,5S)-5-(4-amino-6-bromo-5-carbamoyl-1H-pyrrolo[2,3-d]pyrimidin-1-yl)-4-hydroxy-2-((isobutyryloxy)methyl)tetrahydrofuran-3-ylisobutyrate